dioctyl diacetate C(C)(=O)OCCCCCCCC.C(C)(=O)OCCCCCCCC